IC1=C(OC=C1)C(=O)OC methyl iodofuranate